C(C1=CC=CC=C1)N1N=CC(=C1)C(=O)N1CC2(CN(C2)C(=O)[C@@H]2C(C2)(C)C)C(C1)C(N)=NO 6-(1-benzyl-1H-pyrazole-4-carbonyl)-2-((S)-2,2-dimethylcyclopropane-1-carbonyl)-N'-hydroxy-2,6-diazaspiro[3.4]octane-8-carboximidamide